ClC=1C2=C(N=CN1)N(C=C2C2=NOC(=C2)C2CC2)C(C)C 4-chloro-5-(5-cyclopropylisoxazol-3-yl)-7-isopropyl-7H-pyrrolo[2,3-d]Pyrimidine